BrC1=C(C=C(C(=C1)F)C(F)(F)F)CC(=O)O 2-bromo-4-fluoro-5-(trifluoromethyl)-phenylacetic acid